C(#N)CCNC1CCCCC1 N-(2-cyanoethyl)-N-cyclohexyl-amine